BrC([C@H](O)[C@@H](O)[C@H](O)[C@H](O)CO)(O)Br dibromoglucitol